FC1(CCC2=C1N=C(N=C2C=2C=CC(=C(C2)S(=O)(C)=N)C)N2[C@H]([C@@H](C2)O)C)F (5-(7,7-difluoro-2-((2S,3R)-3-hydroxy-2-methylazetidin-1-yl)-6,7-dihydro-5H-cyclopenta[d]pyrimidin-4-yl)-2-methylphenyl)(imino)(methyl)-λ6-sulfanone